FC1=C(C(=CC=C1)F)C=O 2,6-difluorobenzene-1-formaldehyde